[4-(1-hydroxyethyl) phenyl] acetate C(C)(=O)OC1=CC=C(C=C1)C(C)O